N1-(2-(dimethylamino)ethyl)-N1-methyl-2-(methylsulfonyl)benzene-1,4-diamine CN(CCN(C1=C(C=C(C=C1)N)S(=O)(=O)C)C)C